IC=1C=C(C=CC1)CC(=O)N(C)OC 2-(3-iodophenyl)-N-methoxy-N-methylacetamide